FC=1C(=NC=C(C1)O)C1=CC(=CN1C)C(=O)OC methyl 5-(3-fluoro-5-hydroxypyridin-2-yl)-1-methylpyrrole-3-carboxylate